N-[4-(1-carbamimidoyl-1,2,3,6-tetrahydro-pyridin-4-yl)-phenyl]-N'-(4-guanidinomethyl-phenyl)-N'-methyl-terephthalamide C(N)(=N)N1CCC(=CC1)C1=CC=C(C=C1)NC(C1=CC=C(C(=O)N(C)C2=CC=C(C=C2)CNC(=N)N)C=C1)=O